C(C)N(CCCC1C(OC2=CC(=CC(=C2C1=O)O)OC)C1=CC(=C(C(=C1)OC)OC)OC)C 3-(3-(ethyl(methyl)amino)propyl)-5-hydroxy-7-methoxy-2-(3,4,5-trimethoxyphenyl)chroman-4-one